C(CCCCCCCCCCCCCCCCC)(=O)NC(C)(O)N(C)CC stearamido(N-methyl)ethylaminoethanol